C(C)(=O)C=1C=C(C=CC1)NC(=O)NC=1C=C2C(N(C=NC2=CC1)CC)=O 1-(3-acetylphenyl)-3-(3-ethyl-4-oxo-3,4-dihydroquinazolin-6-yl)urea